C(=C)C=1SC=C(N1)C(=O)OC methyl 2-vinylthiazole-4-carboxylate